ClC=1C=C(C=CC1)SC=1C=C2C(=C(NC2=CC1)C)C=1CCN(CC1)C(C)CCC 5-(3-chlorophenyl)thio-3-(1-(pent-2-yl)-1,2,3,6-tetrahydropyridin-4-yl)-2-methyl-1H-indole